NC(CC)C1=CC=C(C=C1)[N+](=O)[O-] 1-amino-1-(4-nitrophenyl)propane